N-ethylthieno[2,3-d]pyrimidine-6-carboxamide C(C)NC(=O)C1=CC2=C(N=CN=C2)S1